5-((5-cyclopropylpyrazin-2-yl)amino)-3-(4-(ethylsulfonamido)phenyl)-1H-pyrazole-4-carboxamide C1(CC1)C=1N=CC(=NC1)NC1=C(C(=NN1)C1=CC=C(C=C1)NS(=O)(=O)CC)C(=O)N